calcium butyl-phosphate C(CCC)OP(=O)([O-])[O-].[Ca+2]